N-(3-chloro-4-fluorophenyl)-5-(2-chloro-5-(isobutyrylaminomethyl)benzoylamino)-1-isopropyl-1H-indole-2-carboxamide ClC=1C=C(C=CC1F)NC(=O)C=1N(C2=CC=C(C=C2C1)NC(C1=C(C=CC(=C1)CNC(C(C)C)=O)Cl)=O)C(C)C